C(C)C=1C(NC=2C=C3C(=NC2C1)OCC[C@H]1N(C3)CCN(C1)C(=O)OC(C)(C)C)=O tert-butyl (R)-10-ethyl-11-oxo-1,2,4,4a,5,6,11,14-octahydro-3H,12H-pyrazino[1',2':5,6][1,5]oxazocino[2,3-b][1,5]naphthyridine-3-carboxylate